C1(CCCCC1)NC(=O)C1=CC2=C(CN(C2)C2=NOC(C2)(C(F)(F)F)C2=CC(=C(C(=C2)Cl)F)Cl)S1 N-cyclohexyl-5-(5-(3,5-dichloro-4-fluorophenyl)-5-(trifluoromethyl)-4,5-dihydroisoxazol-3-yl)-5,6-dihydro-4H-thieno[2,3-c]pyrrole-2-carboxamide